CC1NC(CC=2C3=CC=CC=C3NC12)C(=O)OCC1=CC=CC=C1 benzyl 1-methyl-1,2,3,4-tetrahydro-β-carboline-3-carboxylate